O[C@@H](COC1=CC(=NC=C1)C=1N=C(C2=C(N1)CCC2)N(CC(=O)NC(C)C)C)COC 2-[(2-{4-[(2R)-2-hydroxy-3-methoxypropoxy]pyridin-2-yl}-5H,6H,7H-cyclopenta[d]pyrimidin-4-yl)(methyl)amino]-N-(propan-2-yl)acetamide